N,N1-Bis-(4-ethylphenyl)-6-pyrrolidin-1-yl-[1,3,5]triazine-2,4-diamine C(C)C1=CC=C(C=C1)NC1N(C(=NC(=N1)N)N1CCCC1)C1=CC=C(C=C1)CC